3-((R)-3-((S)-3-(3-(cyclopropylsulfonyl)phenoxy)-2-hydroxypropylamino)-1-oxa-8-azaspiro[4.5]dec-8-ylsulfonyl)quinolin-4(1H)-one C1(CC1)S(=O)(=O)C=1C=C(OC[C@H](CN[C@H]2COC3(C2)CCN(CC3)S(=O)(=O)C3=CNC2=CC=CC=C2C3=O)O)C=CC1